(3aR,5S,6R,6aR)-6-bromo-5-(3-(5-fluoropyrimidin-2-yl)benzyl)-2-oxohexahydro-2H-cyclopenta[d]oxazole-5-carboxylate Br[C@@H]1[C@@](C[C@H]2NC(O[C@H]21)=O)(C(=O)[O-])CC2=CC(=CC=C2)C2=NC=C(C=N2)F